ethyl 6-methyl-5-(2-(1-methyl-1H-pyrazol-4-yl)pyrazolo[5,1-b]thiazole-7-carboxamido)nicotinate CC1=NC=C(C(=O)OCC)C=C1NC(=O)C=1C=NN2C1SC(=C2)C=2C=NN(C2)C